naphthalene-1,2-dicarboxylic acid chloride C=1(C(=CC=C2C=CC=CC12)C(=O)Cl)C(=O)Cl